thiazole-4-carboxylate S1C=NC(=C1)C(=O)[O-]